FC=1C=C2C(C(=CN3C2=C(C1F)OCC3COC)C=O)=O 9,10-difluoro-3-(methoxymethyl)-7-oxo-2,3-dihydro-7H-[1,4]oxazino[2,3,4-ij]quinoline-6-formaldehyde